C1(CCCCC1)S(=O)C=1C=C(C=NC1)C(CC#N)N1N=CC(=C1)C=1C2=C(N=CN1)NC=C2 3-[5-(cyclohexylsulfinyl)pyridin-3-yl]-3-[4-(7H-pyrrolo[2,3-d]-pyrimidin-4-yl)-1H-pyrazol-1-yl]-propanenitrile